FC=1C=C2N(CCN(C2=CC1)C1CCN(CC1)C(C)C)C1=CC=C(C=C1)F 6-Fluoro-4-(4-fluorophenyl)-N-(1-isopropylpiperidin-4-yl)-3,4-dihydroquinoxaline